(3-(3-(8-chloroquinolin-5-yl)-1H-pyrazolo[3,4-b]pyrazin-6-yl)-7-(4-methylthiazol-2-yl)-3-azabicyclo[4.1.0]heptan-7-yl)methanamine ClC=1C=CC(=C2C=CC=NC12)C1=NNC2=NC(=CN=C21)N2CC1C(C1CC2)(C=2SC=C(N2)C)CN